NC1=NC2=CC=C(C=C2C=C1C)C(=O)N(CC1=NC=C(C=C1)C(F)(F)F)C1CC(C2=CC=CC=C12)C 2-amino-3-methyl-N-(3-methyl-2,3-dihydro-1H-inden-1-yl)-N-((5-(trifluoromethyl)pyridin-2-yl)methyl)quinoline-6-carboxamide